C(C1=CC=CC=C1)[C@@H]1N(C[C@@H](C1)O)C([C@H](C(C)C)N1N=NC(=C1)C)=O benzyl-(2S,4R)-4-hydroxy-1-((S)-3-methyl-2-(4-methyl-1H-1,2,3-triazol-1-yl)butanoyl)pyrrolidine